ClC1=CC2=C(C=N1)C(=C(N2)C2=C(C=CC=C2)C)F 6-chloro-3-fluoro-2-(2-methylphenyl)-1H-pyrrolo[3,2-c]pyridine